6-cyclopropyl-2-(2-methylpropanoyl)pyridine-3-carboxylic acid C1(CC1)C1=CC=C(C(=N1)C(C(C)C)=O)C(=O)O